OCCC#CC1=CN=CC(=N1)N1CCC(CC1)C(=O)OCC ethyl 1-(6-(4-hydroxybut-1-yn-1-yl)pyrazin-2-yl)piperidine-4-carboxylate